C1=C2C(=CC=C1)NC=1C=CC=3NC=4C=CC=CC4C3C12 5,8-dihydroIndolo(2,3-c)carbazole